9H-Fluoren-9-yl (S)-N-benzyl-P-(4-formylphenyl)phosphonamidate C(C1=CC=CC=C1)N[P@](OC1C2=CC=CC=C2C=2C=CC=CC12)(=O)C1=CC=C(C=C1)C=O